FC1=CC=C(C=C1)[C@H]1N(C[C@@H](N(C1)C(C(C)(C)C)=O)C)C(C(=O)NC1=C2C(=CN=C1)N(N=C2)C2OCCCC2)=O ((2R,5S)-2-(4-fluorophenyl)-5-methyl-4-pivaloylpiperazin-1-yl)-2-oxo-N-(1-(tetrahydro-2H-pyran-2-yl)-1H-pyrazolo[3,4-c]pyridin-4-yl)acetamide